(2-((1-(3,3-difluorocyclobutyl)-1H-pyrazol-4-yl)amino)-5-methylpyrimidin-4-yl)benzoic acid methyl ester COC(C1=C(C=CC=C1)C1=NC(=NC=C1C)NC=1C=NN(C1)C1CC(C1)(F)F)=O